tert-Butyl N-[[6-[2-chloro-3-[2-chloro-3-(2-formylimidazo[1,2-b]pyridazin-6-yl)phenyl]phenyl]-2-methoxy-3-pyridyl]methyl]-N-[[(2S)-5-oxopyrrolidin-2-yl]methyl]carbamate ClC1=C(C=CC=C1C1=C(C(=CC=C1)C=1C=CC=2N(N1)C=C(N2)C=O)Cl)C2=CC=C(C(=N2)OC)CN(C(OC(C)(C)C)=O)C[C@H]2NC(CC2)=O